N=1CCCC1C=1C=CC(=C(C1)C1=CC=C(C=C1)CN1C(=NC=2C1=NC(=CC2C)C)CC)C=2N=NNN2 3-((5'-(3,4-dihydro-2H-pyrrol-5-yl)-2'-(2H-tetrazol-5-yl)-[1,1'-biphenyl]-4-yl)methyl)-2-ethyl-5,7-dimethyl-3H-imidazo[4,5-b]pyridine